5-fluoro-N-(8-fluoro-6-oxo-1,4,5,6-tetrahydro-2H-pyrano[3,4-c]isoquinolin-1-yl)-N-methyl-1H-indole-2-carboxamide FC=1C=C2C=C(NC2=CC1)C(=O)N(C)C1COCC=2NC(C=3C=C(C=CC3C21)F)=O